N-(5-(1-(2-Chlorophenyl)-7'-fluoro-3'-methyl-2'-oxo-2',3'-dihydrospiro[azetidine-3,1'-pyrrolo[2,3-c]quinolin]-8'-yl)-2-(2-(isopropylamino)ethoxy)pyridin-3-yl)methanesulfonamide ClC1=C(C=CC=C1)N1CC2(C(N(C=3C=NC=4C=C(C(=CC4C32)C=3C=C(C(=NC3)OCCNC(C)C)NS(=O)(=O)C)F)C)=O)C1